(((2-oxoethyl)thio)(m-toluylamino)methylene)carbamic acid ethyl ester C(C)OC(N=C(NC=1C=C(C=CC1)C)SCC=O)=O